5-bromo-N-hydroxy-6-(methoxymethyl)pyridinimidoyl chloride BrC=1C=CC(=NC1COC)C(=NO)Cl